4-(6-(quinolin-8-ylmethoxy)pyridin-2-yl)piperidine-1-carboxylic acid tert-butyl ester C(C)(C)(C)OC(=O)N1CCC(CC1)C1=NC(=CC=C1)OCC=1C=CC=C2C=CC=NC12